4-{2-[5-methyl-1-(naphthalen-2-yl)-1H-pyrazol-3-yloxy]ethyl}morpholine Sodium Quinoline-8-Sulfinate N1=CC=CC2=CC=CC(=C12)S(=O)[O-].[Na+].CC1=CC(=NN1C1=CC2=CC=CC=C2C=C1)OCCN1CCOCC1